methyl N-methyl-N-[4-methyl-5-({4-[(2S)-2-{[8-(trifluoromethyl)quinazolin-4-yl]amino}propyl]piperazin-1-yl} sulfonyl)-1,3-thiazol-2-yl]carbamate CN(C(OC)=O)C=1SC(=C(N1)C)S(=O)(=O)N1CCN(CC1)C[C@H](C)NC1=NC=NC2=C(C=CC=C12)C(F)(F)F